C1(=CC=CC=C1)C1=NC(=NC(=C1)C1=CC=CC=C1)C1=C(C(=C(C(=C1)C1=NC(=CC(=N1)C1=CC=CC=C1)C1=CC=CC=C1)N1C2=CC=CC=C2C=2C=C(C=CC12)C)N1C2=CC=CC=C2C=2C=C(C=CC12)C1=CC=CC=C1)N1C2=CC=CC=C2C=2C=C(C=CC12)C 9,9'-(4,6-bis(4,6-diphenylpyrimidin-2-yl)-2-(3-phenyl-9H-carbazol-9-yl)-1,3-phenylene)bis(3-methyl-9H-carbazole)